C(C)[C@H]1N(CCN(C1)C1=NC=C(C=C1)C1=NC(=NC=C1)SC)C(=O)OC(C)(C)C |r| (±)-Tert-butyl 2-ethyl-4-[5-(2-methylsulfanylpyrimidin-4-yl)-2-pyridyl]piperazine-1-carboxylate